FC1=C(C=CC(=C1)F)NC(C1=C(C=CC=C1F)F)=O N-(2,4-difluorophenyl)-2,6-difluorobenzamide